C(=S)=C1NC(C=2NC=NC2N1CC1=C(C=CC=C1)C1N(CCC(C1)C(F)(F)F)S(=O)(=O)C1=CC=C(C)C=C1)=O 2-thiocarbonyl-3-(2-(1-p-toluenesulfonyl-4-(trifluoromethyl)piperidin-2-yl)benzyl)-1,2,3,7-tetrahydro-6H-purin-6-one